6-fluoro-N-methyl-N-Phenyl-[1,2,4]triazolo[4,3-a]quinazolin-5-amine FC1=C2C(=NC=3N(C2=CC=C1)C=NN3)N(C3=CC=CC=C3)C